CC(C)CCCC(C)C(=O)O The molecule is a methyl-branched chain fatty acid that is heptanoic acid substituted by a methyl group at positions 2 and 6. It has a role as a bacterial xenobiotic metabolite. It is a methyl-branched fatty acid and a medium-chain fatty acid. It is a conjugate acid of a 2,6-dimethylheptanoate.